BrC1=C(C=C2NCC(N(C2=C1)C)=O)F 7-bromo-6-fluoro-1-methyl-3,4-dihydroquinoxalin-2(1H)-one